4H-pyrazolo[4,3-c]pyridine N1=NC=C2CN=CC=C21